(R)-N-(1-cyano-1,2-dimethylpropyl)-2-(2,4-dichlorophenoxy)propionamide C(#N)C(C(C)C)(C)NC([C@@H](C)OC1=C(C=C(C=C1)Cl)Cl)=O